Methyl 2-[[4-[3-[(4-cyano-2-fluoro-phenyl)methoxy]-4-fluoro-phenyl]-2-fluoro-phenyl]methyl]-3H-benzimidazole-5-carboxylate C(#N)C1=CC(=C(C=C1)COC=1C=C(C=CC1F)C1=CC(=C(C=C1)CC=1NC2=C(N1)C=CC(=C2)C(=O)OC)F)F